tert-butyl 6-(2-amino-4-(isothiazol-5-yl)phenyl)-3,4-dihydropyridine-1-carboxylate NC1=C(C=CC(=C1)C1=CC=NS1)C1=CCCCN1C(=O)OC(C)(C)C